COC=1C=C(C=C(C1O)OC)C(C(=O)O)=C 3,5-dimethoxy-4-hydroxy-phenyl-acrylic acid